2-((S)-3-((S)-sec-butyl)-2-oxo-2,3,4,5-tetrahydro-1H-benzo[e][1,4]diazepine-4-carbonyl)-1H-pyrrolo[3,2-b]pyridine-5-carboxamide [C@H](C)(CC)[C@@H]1N(CC2=C(NC1=O)C=CC=C2)C(=O)C2=CC1=NC(=CC=C1N2)C(=O)N